HEXYLAMIN C(CCCCC)N